NC[C@@H](CCl)O (S)-1-amino-3-chloropropan-2-ol